3-[3-(9-butyl-1,1,3,3,5,5,7,7,9,9-decamethyl-1-pentasiloxanyl)propoxyl]-2-hydroxylbutyl acrylate C(C=C)(=O)OCC(C(C)OCCC[Si](O[Si](O[Si](O[Si](O[Si](C)(C)CCCC)(C)C)(C)C)(C)C)(C)C)O